6-(3-hydroxy-3-methylpyrrolidin-1-yl)pyridin-2-yl 3-(o-tolyl)propiolate C1(=C(C=CC=C1)C#CC(=O)OC1=NC(=CC=C1)N1CC(CC1)(C)O)C